CN1C(N(C2=NC(=NC=C12)NC=1C(=CC2=C(CCO2)C1)C)C12CC3C(C(CC(C1)C3)C2)=O)=O 7-methyl-2-((6-methyl-2,3-dihydrobenzofuran-5-yl)amino)-9-(4-oxoadamantan-1-yl)-7,9-dihydro-8H-purin-8-one